1,N2-di-tert-butylpropane-1,2-diamine C(C)(C)(C)C(C(C)NC(C)(C)C)N